(R)-2-((1-(3-cyano-2-(5-fluoroisoindolin-2-yl)-7-methyl-4-oxo-4H-pyrido[1,2-a]pyrimidin-9-yl)ethyl)amino)benzoic acid C(#N)C1=C(N=C2N(C1=O)C=C(C=C2[C@@H](C)NC2=C(C(=O)O)C=CC=C2)C)N2CC1=CC=C(C=C1C2)F